C1(CC1)[C@@H]1N(C2=CC=C(C=C2[C@@H]([C@H]1C)NC1=NC(=CC=C1)O)F)C(C)=O ((2S,3R,4R)-2-cyclopropyl-6-fluoro-4-((6-hydroxypyridin-2-yl)amino)-3-methyl-3,4-dihydroquinolin-1(2H)-yl)ethanone